N-(3-(chloromethyl)-1,2,4-thiadiazol-5-yl)-5-(3-(difluoromethoxy)phenyl)-2-methyl-thiophene-3-carboxamide ClCC1=NSC(=N1)NC(=O)C1=C(SC(=C1)C1=CC(=CC=C1)OC(F)F)C